(4-chloroquinolin-3-yl)-2-(ethoxy-d5)Acetamide ClC1=C(C=NC2=CC=CC=C12)C(C(=O)N)OC(C([2H])([2H])[2H])([2H])[2H]